3-[1H-Benzimidazol-2-yl-(5-fluoro-2-hydroxy-phenyl)methyl]-6-[3-fluoro-4-(1-methyl-4-piperidyl)phenyl]quinazolin-4-one N1C(=NC2=C1C=CC=C2)C(N2C=NC1=CC=C(C=C1C2=O)C2=CC(=C(C=C2)C2CCN(CC2)C)F)C2=C(C=CC(=C2)F)O